4-hydroxy-3-methyl-1H-pyrazole-5-carboxylate OC=1C(=NNC1C(=O)[O-])C